NC1=NN2C(N=C(C=C2)C=2C=C3CN(C(C3=C(C2)OCC(F)(F)F)=O)[C@@H](C)C2CC2)=C1C(=O)N[C@@H](CO)C 2-amino-5-{2-[(1S)-1-cyclopropylethyl]-1-oxo-7-(2,2,2-trifluoroethoxy)-2,3-dihydro-1H-isoindol-5-yl}-N-[(2R)-1-hydroxypropan-2-yl]pyrazolo[1,5-a]pyrimidine-3-carboxamide